NCC=1C=C(C=CC1)C1CCN(CC1)C(/C=C/C1=CC(=C(C(=O)N)C=C1)O)=O (E)-4-(3-(4-(3-(aminomethyl)phenyl)piperidin-1-yl)-3-oxoprop-1-enyl)-2-hydroxybenzamide